(E)-3-(4-bromophenyl)-1-(4-(2-(2-phenyl-1H-indol-3-yl)acetyl)piperazin-1-yl)prop-2-en-1-one BrC1=CC=C(C=C1)/C=C/C(=O)N1CCN(CC1)C(CC1=C(NC2=CC=CC=C12)C1=CC=CC=C1)=O